FC=1C=C(C=CC1)C=1N(C=C(C1)C=O)S(=O)(=O)C1=CC=C(C#N)C=C1 4-((2-(3-fluorophenyl)-4-formyl-1H-pyrrol-1-yl)sulfonyl)benzonitrile